(7R,8aS)-2-(4-aminopyridin-2-yl)-7-(2,3-dichloro-6-hydroxyphenyl)-hexahydropyrrolo[1,2-a]pyrazin-4-one NC1=CC(=NC=C1)N1C[C@H]2N(C(C1)=O)C[C@H](C2)C2=C(C(=CC=C2O)Cl)Cl